potassium bromate sodium [Na+].Br(=O)(=O)[O-].[K+].Br(=O)(=O)[O-]